C(CCC)C1=NC2=CC(C(C=C2N=C1)F)F 2-butyl-6,7-difluoro-6,7-dihydroquinoxaline